3-(5-bromo-2-chloropyrimidin-4-yl)-1-cyclopropyl-1H-indole BrC=1C(=NC(=NC1)Cl)C1=CN(C2=CC=CC=C12)C1CC1